O.[O-][Mo](=O)(=O)[O-].[Co+2] cobalt(II) molybdate hydrate